ClC1=CC(=NC(=C1O)Cl)C(=O)NC1=C2C(N(C=NC2=CC=C1)CC1=C(C=CC=C1)C1=NC=CC=C1)=O 4,6-dichloro-5-hydroxy-N-(4-oxo-3-(2-(pyridin-2-yl)benzyl)-3,4-dihydroquinazolin-5-yl)picolinamide